FC1=C2C(=CNC2=CC=C1F)\C=C\[N+](=O)[O-] (E)-4,5-difluoro-3-(2-nitrovinyl)-1H-indole